4-amino-7-fluoro-3-methylisoxazolo[4,5-c]quinoline-8-carboxylic acid NC1=NC=2C=C(C(=CC2C2=C1C(=NO2)C)C(=O)O)F